O-isopropyl-L-tyrosine C(C)(C)OC1=CC=C(C[C@H](N)C(=O)O)C=C1